C[C@H]1N(C[C@@H](NC1)C)C(C(C)C)=O 1-((2R,5S)-2,5-dimethylpiperazin-1-yl)-2-methylpropan-1-one